O=C1NC([C@@](N1)(C(C)C)CNC(=O)C1=NN(N=C1)C1=CC=C(C=C1)F)=O |r| rac-N-[(2,5-dioxo-4-(propan-2-yl)imidazolidin-4-yl)methyl]-2-(4-fluorophenyl)-2H-1,2,3-triazole-4-carboxamide